[Si](C1=CC=CC=C1)(C1=CC=CC=C1)(C(C)(C)C)OCC[C@@H]1N(C=2C=3C(=NC(=C(C3N=C(N2)SC)F)Cl)OC1)CC(F)(F)F (S)-9-(2-((tert-butyldiphenylsilyl)oxy)ethyl)-5-chloro-4-fluoro-2-(methylthio)-10-(2,2,2-trifluoroethyl)-9,10-dihydro-8H-7-oxa-1,3,6,10-tetraazacyclohepta[de]naphthalene